CC1=CC=C(C=N1)NC1=NC=CC2=CC=CC=C12 N-(6-methylpyridin-3-yl)isoquinolin-1-amine